4-bromo-7-fluoro-1,3-benzodioxole BrC1=CC=C(C=2OCOC21)F